2-amino-N-(2-chloro-5-(trifluoromethyl)phenyl)-4-methylthiazole-5-carboxamide NC=1SC(=C(N1)C)C(=O)NC1=C(C=CC(=C1)C(F)(F)F)Cl